FC1=C(C=CC(=C1F)F)C1(N=C(C(=N1)C1=CC(=CC=C1)OC)C1=CC(=CC=C1)OC)C1(N=C(C(=N1)C1=CC(=CC=C1)OC)C1=CC(=CC=C1)OC)C1=C(C(=C(C=C1)F)F)F 2,2'-bis-(2,3,4-trifluorophenyl)-4,4',5,5'-tetrakis-(3-methoxyphenyl)-biimidazole